8-((4-chloro-7H-pyrrolo[2,3-d]pyrimidin-7-yl)methyl)quinoline tert-butyl-(3S)-3-(fluoromethyl)-4-{[3-methoxy-4-(methoxycarbonyl)phenyl]methyl}piperazine-1-carboxylate C(C)(C)(C)OC(=O)N1C[C@H](N(CC1)CC1=CC(=C(C=C1)C(=O)OC)OC)CF.ClC=1C2=C(N=CN1)N(C=C2)CC=2C=CC=C1C=CC=NC21